OCC1OCC(C1(O)C#CC)O 2-(hydroxymethyl)-3-(prop-1-yn-1-yl)tetrahydrofuran-3,4-diol